CC1=NC(=NO1)CNC(=O)C1CCN(CC1)C(=O)C1=NNC(=C1)C1=CC=NC=C1 N-[(5-methyl-1,2,4-oxadiazol-3-yl)methyl]-1-[5-(pyridin-4-yl)-1H-pyrazole-3-carbonyl]piperidine-4-carboxamide